NC1=NC=NN2C1=CC=C2[C@]2([C@@H]([C@@H]([C@H](O2)COP(=O)(OC2=CC=C(C=C2)C(C)(C)C)N[C@@H](C)C(=O)OCC(C)(C)OC)O)O)C#N 2-methoxy-2-methylpropyl ((((2R,3S,4R,5R)-5-(4-aminopyrrolo[2,1-f][1,2,4]triazin-7-yl)-5-cyano-3,4-dihydroxytetrahydrofuran-2-yl)methoxy)(4-(tert-butyl)phenoxy)phosphoryl)-L-alaninate